CN(C)CC=1SC=C(N1)CO {2-[(dimethylamino)methyl]-1,3-thiazol-4-yl}methanol